7-methoxy-6-(trifluoromethyl)imidazo[1,2-a]pyridine COC1=CC=2N(C=C1C(F)(F)F)C=CN2